C(C=C)(=O)N1CC(CC1)C=1C=C(N2C(=NC=CC21)N)C2=CC=C(OC=1C=C(C#N)C=CN1)C=C2 2-(4-(5-(1-acryloylpyrrolidin-3-yl)-1-aminopyrrolo[1,2-c]pyrimidin-7-yl)phenoxy)isonicotinonitrile